ClC1=C(C(C2=CC=CC=C2C1=O)=O)NCC1=CC=C(C(=O)NCCN2CCOCC2)C=C1 4-(((3-Chloro-1,4-dioxo-1,4-dihydronaphthalin-2-yl)amino)methyl)-N-(2-morpholinoethyl)benzamid